[Si](C)(C)(C(C)(C)C)O[C@@H]1C[C@H](N(C1)C(C(C(C)C)C1=CC(=NO1)OC)=O)C(=O)OC methyl (2S,4R)-4-[tert-butyl(dimethyl)silyl]oxy-1-[2-(3-methoxyisoxazol-5-yl)-3-methyl-butanoyl]pyrrolidine-2-carboxylate